Tert-butyl (S)-6-(3-(2-(2-methoxyethyl)-2-methyl-4-(oxetan-3-yl)piperazin-1-yl)-5-methyl-1H-pyrazol-1-yl)-2-azaspiro[3.3]heptane-2-carboxylate COCC[C@@]1(N(CCN(C1)C1COC1)C1=NN(C(=C1)C)C1CC2(CN(C2)C(=O)OC(C)(C)C)C1)C